OC1(CC1)C1=CC=C(C=C1)C=1C=C(C=2N=CN=C(C2N1)N[C@@H]1CNCCC1)C(=O)N 6-[4-(1-Hydroxycyclopropyl)phenyl]-4-[(3S)-piperidin-3-ylamino]pyrido[3,2-d]pyrimidine-8-carboxamide